Cl.COC=1C=C2C(=NC1)CC1(CCNCC1)[C@@H]2N (5S)-3-methoxyspiro[5,7-dihydrocyclopenta[b]pyridine-6,4'-piperidine]-5-amine hydrochloride